(rac)-(2-(4-(tert-butyl)phenyl)-8-azaspiro[4.5]dec-8-yl)((1s,3s)-3-hydroxy-3-methylcyclobutyl)methanone C(C)(C)(C)C1=CC=C(C=C1)[C@H]1CC2(CC1)CCN(CC2)C(=O)C2CC(C2)(C)O |r|